C(C)OC=1C=CC(=NC1)C=1N(C(=NN1)C1CC(C1)NC(=O)C1=CC=NC2=CC(=CN=C12)F)C1=CC=NC=C1 N-((1r,3r)-3-(5-(5-ethoxypyridin-2-yl)-4-(pyridin-4-yl)-4H-1,2,4-triazol-3-yl)cyclobutyl)-7-fluoro-1,5-naphthyridine-4-carboxamide